diphenol lithium [Li].C1(=CC=CC=C1)O.C1(=CC=CC=C1)O